2-{3-[(3S)-3-(tert-Butylamino)Pyrrolidin-1-yl]-1,2,4-Triazin-6-yl}-5-(3-Fluoro-1H-Pyrazol-4-yl)Pyridin-3-ol C(C)(C)(C)N[C@@H]1CN(CC1)C=1N=NC(=CN1)C1=NC=C(C=C1O)C=1C(=NNC1)F